C(C1=CC=CC=C1)C=1C(NC2=CC=CC(=C2N1)C)=O 3-benzyl-5-methyl-quinoxalin-2(1H)-one